C[Si](CC(CO)O)(C)C 3-(trimethylsilyl)-1,2-propanediol